FC(C(=O)O)(C1=CC=C(C=C1)C(F)(F)F)F α,α-difluoro-4-(trifluoromethyl)-benzeneacetic acid